4-(3-chloro-5-methoxyphenyl)-1-(5-(isopropylsulfanyl)-4-phenylthiazol-2-yl)-3-methyl-1H-pyrazole-5-carboxylic acid ClC=1C=C(C=C(C1)OC)C=1C(=NN(C1C(=O)O)C=1SC(=C(N1)C1=CC=CC=C1)SC(C)C)C